NC1=C(C=C2N=CC=NC2=C1C1=C2C(=NNC2=CC=C1)C)C(=O)N (P)-7-amino-8-(3-methyl-1H-indazol-4-yl)quinoxaline-6-carboxamide